3-ethoxy-1H-pyrazole-5-carboxylic acid ethyl ester C(C)OC(=O)C1=CC(=NN1)OCC